2-(4-(2-hydroxyethyl)-1-piperazinyl)-ethanesulfonic acid OCCN1CCN(CC1)CCS(=O)(=O)O